C1(=CC=C2C=CC=CC=C12)O azulenol